1-(tert-butyl) 2-methyl (2S,4S)-4-(3-benzamidobenzamido)pyrrolidine-1,2-dicarboxylate C(C1=CC=CC=C1)(=O)NC=1C=C(C(=O)N[C@H]2C[C@H](N(C2)C(=O)OC(C)(C)C)C(=O)OC)C=CC1